acryloxypropyltritert-butoxysilane C(C=C)(=O)OCCC[Si](OC(C)(C)C)(OC(C)(C)C)OC(C)(C)C